CS(=O)(=O)C=1C=C(C=CC1)NC(=O)C=1N(N=CC1C(F)(F)F)CC1CCOCC1 N-(3-methylsulfonylphenyl)-2-(oxan-4-ylmethyl)-4-(trifluoromethyl)pyrazole-3-carboxamide